5-octadecynic acid C(CCCC#CCCCCCCCCCCCC)(=O)O